C(C)(C)[C@H]1C(NC=2C(=NC(=NC2N1C)NC1CN(C1)C(=O)C=1N=COC1)C)=O (S)-7-isopropyl-4,8-dimethyl-2-((1-(oxazole-4-carbonyl)azetidin-3-yl)amino)-7,8-dihydropteridin-6(5H)-one